ClC1=C(C=C(C=C1)C1=NN(C(=N1)CC(=O)NCC1=CC2=C(NC(N2)=O)C=C1)CC)F 2-[3-(4-chloro-3-fluorophenyl)-1-ethyl-1H-1,2,4-triazol-5-yl]-N-[(2-oxo-2,3-dihydro-1H-benzo[d]imidazol-5-yl)methyl]acetamide